(S)-2-chloro-6-ethyl-N-(2-methoxy-1-methylethyl)acetyl-o-toluidine ClC1([C@@H](NC(CC(COC)C)=O)C(=CC=C1)CC)C